(R)-1-(3-((4-((4-(1-(2-Hydroxy-2-methylpropyl)-1H-pyrazol-4-yl)-5-(trifluoromethyl)pyrimidin-2-yl)amino)piperidin-1-yl)sulfonyl)propyl)pyrrolidin-3-ol OC(CN1N=CC(=C1)C1=NC(=NC=C1C(F)(F)F)NC1CCN(CC1)S(=O)(=O)CCCN1C[C@@H](CC1)O)(C)C